3-[2-hydroxy-4-(trifluoromethyl)phenyl]-4-methyl-6-[(8-methyl-8-azabicyclo[3.2.1]oct-2-yl)amino]-1,2,4-triazin-5-one OC1=C(C=CC(=C1)C(F)(F)F)C1=NN=C(C(N1C)=O)NC1C2CCC(CC1)N2C